cyclobutanecarboxamide hydrochloride Cl.C1(CCC1)C(=O)N